ClC1CS(C1)(=O)=O 3-CHLOROTHIETANE 1,1-DIOXIDE